NCCCNC(=O)C12CCC(CC1)(CC2)C(F)(F)C2=CC(=NC(=C2)N2CCN(CC2)S(=O)(=O)C2=CC=C(C=C2)N2C(C[C@H](C2)N)=O)Cl N-(3-aminopropyl)-4-[[2-chloro-6-[4-[4-[(4R)-4-amino-2-oxo-pyrrolidin-1-yl]phenyl]sulfonylpiperazin-1-yl]-4-pyridinyl]-difluoro-methyl]bicyclo[2.2.2]octane-1-carboxamide